[4-(2-cyclopropoxyphenyl)pyridin-3-yl]-N-[(2,5-dichlorophenyl)methyl]cyclopropan-1-amine C1(CC1)OC1=C(C=CC=C1)C1=C(C=NC=C1)C1(CC1)NCC1=C(C=CC(=C1)Cl)Cl